N-(2,8-dimethylimidazo[1,2-a]pyrazin-6-yl)-6-(4-methylpiperazin-1-yl)thieno[2,3-B]pyridine-2-carboxamide CC=1N=C2N(C=C(N=C2C)NC(=O)C2=CC=3C(=NC(=CC3)N3CCN(CC3)C)S2)C1